FC(C(C(C(C(C(C(C(F)(F)[NH3+])(F)F)(F)F)(F)F)(F)F)(F)F)(F)F)(CCC(F)(F)F)F nonadecafluoroundecyl-ammonium